CC=1C=NC=CC1CC(=O)C=1C=C(C#N)C=CC1 3-[(3-Methylpyridin-4-Yl)Acetyl]Benzonitrile